3-(difluoromethyl)-5-methyl-2-(4,4,5,5-tetramethyl-1,3,2-dioxaborolan-2-yl)phenol FC(C=1C(=C(C=C(C1)C)O)B1OC(C(O1)(C)C)(C)C)F